1-(dibutylamino)-2-butanol C(CCC)N(CC(CC)O)CCCC